N-(4,4-difluorocyclohexyl)-5-(3-(difluoromethyl)imidazo[1,2-a]pyrimidin-6-yl)-4-methoxypyrrolo[2,1-f][1,2,4]triazin-2-amine FC1(CCC(CC1)NC1=NN2C(C(=N1)OC)=C(C=C2)C=2C=NC=1N(C2)C(=CN1)C(F)F)F